4-(5-((3-Methoxyphenoxy)methyl)-2-(trifluoromethyl)oxazolidin-3-yl)-2-(trifluoromethyl)benzonitril COC=1C=C(OCC2CN(C(O2)C(F)(F)F)C2=CC(=C(C#N)C=C2)C(F)(F)F)C=CC1